trimethyltrioctylcyclotrisiloxane CCCCCCCC[Si]1(O[Si](O[Si](O1)(C)CCCCCCCC)(C)CCCCCCCC)C